P(=O)(O)(O)O.FC1=C(C(=O)N[C@H](C(F)(F)F)C)C=C(C=C1)F 2,5-difluoro-N-[(1S)-2,2,2-trifluoro-1-methylethyl]benzamide phosphate